methyl indanoate C1(CCC2=CC=CC=C12)C(=O)OC